(Z)-7a-Benzyl-5-oxo-3a,4,5,7a-tetrahydrobenzofuran C(C1=CC=CC=C1)C12C(C=CO1)CC(C=C2)=O